NC(C(C)N(C1=CC=C(C=C1)F)N1CSC=C1)=O N-(2-amino-1-methyl-2-oxo-ethyl-4-fluoro-anilino)thiazole